ClC1=CC=C(C=C1)C(C(=O)OCC)=[N+]=[N-] ethyl 2-(4-chlorophenyl)-2-diazoacetate